C1=C(C=C(C(=C1N)O)Cl)[N+](=O)[O-] 5-amino-3-chloro-4-hydroxynitrobenzene